C(C)C1=NC=NC(=C1C1=NC=C2NC(N(C2=N1)CC1=CC=C(C=C1)N1N=C(C=C1C)C(F)(F)F)=O)CC 2-(4,6-diethylpyrimidin-5-yl)-9-([4-[5-methyl-3-(trifluoromethyl)pyrazol-1-yl]phenyl]methyl)-7H-purin-8-one